2-((1S)-1-((tetrahydro-2H-pyran-2-yl)oxy)ethyl)-1H-imidazole O1C(CCCC1)O[C@@H](C)C=1NC=CN1